C(C)(CC)C1=C(C(C=C1)(C(C)CC)[Sr]C1(C(=C(C=C1)C(C)CC)C(C)CC)C(C)CC)C(C)CC Bis(tri-sec-butyl-cyclopentadienyl)Strontium(II)